CC(C#N)(C)C1=C2C(=NC(=C1)N1[C@@H](COCC1)C)C=NN2C (R)-2-methyl-2-(1-methyl-5-(3-methylmorpholinyl)-1H-pyrazolo[4,3-b]pyridin-7-yl)propanenitrile